1,1-dibromo-2-chlorohept-1-ene BrC(=C(CCCCC)Cl)Br